1-((1-(allyloxy)cyclohexyl)methyl)-5-methyl-4-(4,4,5,5-tetramethyl-1,3,2-dioxaborolan-2-yl)-1H-pyrazole C(C=C)OC1(CCCCC1)CN1N=CC(=C1C)B1OC(C(O1)(C)C)(C)C